C1(CCCCC1)COC=1C=C(C=CC1)C(CCN(C)C)=O 1-(3-(cyclohexylmethoxy)phenyl)-3-(dimethylamino)propan-1-one